ethyl 4-[1-(3-chloro-2-fluorophenyl)-1-cyanoethyl]-5-fluoro-6-(methanesulfinyl)pyridine-3-carboxylate ClC=1C(=C(C=CC1)C(C)(C#N)C1=C(C=NC(=C1F)S(=O)C)C(=O)OCC)F